ClC=1C=NC=C(C1[C@@H](C)OC=1C=C2C(=NNC2=CC1)C=1N=NC(=CC1)N1CC2(CN(C2)S(=O)(=O)C)C1)Cl 5-[(1R)-1-(3,5-dichloro-4-pyridyl)ethoxy]-3-[6-(2-methylsulfonyl-2,6-diazaspiro[3.3]heptan-6-yl)pyridazin-3-yl]-1H-indazole